C1OCCC2=C1C=C(C=C2)[C@@H](C)N[C@H](C(=O)O)CCC(C)(C)C (2S)-2-{[(1R)-1-(3,4-dihydro-1H-2-benzopyran-7-yl)ethyl]amino}-5,5-dimethylhexanoic acid